ClC=1C=C(C=CC1OCC1=NC=C(C=C1)C(F)(F)F)NC=1C2=C(N=CN1)NC=C2C2CCN(CC2)C(C=C)=O 1-(4-(4-((3-chloro-4-((5-(trifluoromethyl)pyridin-2-yl)methoxy)phenyl)amino)-7H-pyrrolo[2,3-d]pyrimidin-5-yl)piperidin-1-yl)prop-2-en-1-one